ClC=1C=CC2=C([C@@H](C[C@@H](O2)C(=O)NC23CC(C2)(C3)C=3C=NC(=CC3)N3N=CC(=C3)C(F)(F)F)O)C1 (2R,4R)-6-chloro-4-hydroxy-N-(3-{6-[4-(trifluoromethyl)-1H-pyrazol-1-yl]pyridin-3-yl}bicyclo[1.1.1]pentan-1-yl)-3,4-dihydro-2H-1-benzopyran-2-carboxamide